COC(CCCCCO[C@H]1CN(CC1)C(=O)OC(C)(C)C)=O tert-butyl (R)-3-((6-methoxy-6-oxohexyl)oxy)pyrrolidine-1-carboxylate